5-{6-fluoro-1-[2-fluoroethyl]benzoimidazol-2-yl}pyridine-3-methanol FC=1C=CC2=C(N(C(=N2)C=2C=C(C=NC2)CO)CCF)C1